The molecule is a nucleoside analogue that is adenosine in which the nitrogen at position 7 is replaced by a carbamoyl-substituted carbon. It is a potent inhibitor of protein kinase C. It has a role as a protein kinase inhibitor. It derives from an adenosine. C1=C(C2=C(N=CN=C2N1[C@H]3[C@@H]([C@@H]([C@H](O3)CO)O)O)N)C(=O)N